2-(1-(trifluoromethyl)cyclopropyl)ethyl 4-methylbenzenesulfonate CC1=CC=C(C=C1)S(=O)(=O)OCCC1(CC1)C(F)(F)F